(2S)-2-({5-[(1S)-1-[(5-chloro-2-methylpyridin-3-yl)amino]ethyl]thiophen-2-yl}formamido)-3-cyclopentyl-N-(2,2-difluorocyclopropyl)propanamide ClC=1C=C(C(=NC1)C)N[C@@H](C)C1=CC=C(S1)C(=O)N[C@H](C(=O)NC1C(C1)(F)F)CC1CCCC1